3-(2-((1-(morpholinomethyl)cyclopropyl)methoxy)-6,7-dihydro-5H-pyrrolo[3,4-d]pyrimidin-4-yl)-3,8-diazabicyclo[3.2.1]octane-8-carboxylic acid tert-butyl ester C(C)(C)(C)OC(=O)N1C2CN(CC1CC2)C=2C1=C(N=C(N2)OCC2(CC2)CN2CCOCC2)CNC1